CCC(C)(C)[Si] (dimethyl-isopropyl)silicon